ClC1=CC=NC=2[C@H](CC[C@H](C12)C)F |r| rac-(5R,8S)-4-chloro-8-fluoro-5-methyl-5,6,7,8-tetrahydroquinoline